C(C)OC([C@H](C)NP(=O)(C)OC1=CC(=CC(=C1C1=CC(=CC=C1)C)OP(=O)(C)N[C@@H](C)C(=O)OCC)CCCCC)=O ethyl (((6-(((((S)-1-ethoxy-1-oxopropan-2-yl)amino)(methyl)phosphoryl)oxy)-3'-methyl-4-pentyl-[1,1'-biphenyl]-2-yl)oxy)(methyl)phosphoryl)-L-alaninate